dipalladium phosphino-9,9-dimethylxanthene PC1=CC=CC=2OC3=CC=CC=C3C(C12)(C)C.[Pd].[Pd]